dimethylpyrrolidine-3-carboxamide CC1N(CCC1C(=O)N)C